C(C1=CC=CC=C1)OCCOC1=CC(=NC2=CC=C(C=C12)[N+](=O)[O-])Cl 4-(2-(benzyloxy)ethoxy)-2-chloro-6-nitroquinoline